7-chloronaphthalene-1,2-diamine ClC=1C=CC2=CC=C(C(=C2C1)N)N